OCCN1N=NC2=C1C=CC=C2 1-(2'-hydroxyethyl)benzotriazole